C(C)OC1=C(C=CC(=C1)OCC)C1=NC(=CC(=C1)C1=CC=C(C=C1)N(C1=CC=C(C=C1)OCCCC)C1=CC=C(C=C1)OCCCC)C1=C(C=C(C=C1)OCC)OCC 2,6-bis(2,4-diethyloxyphenyl)-4-(4-bis(4-butyloxyphenyl)aminophenyl)pyridine